1-(5-bromo-2-methoxypyridin-3-yl)pyrrolidin-2-one BrC=1C=C(C(=NC1)OC)N1C(CCC1)=O